OC1(C2(CC3CC(CC1C3)C2)C(=O)O)C(=O)O hydroxyadamantanedicarboxylic acid